C(C1=CC=CC=C1)N(C(=O)NCCCC)CC1=CC=CC=C1 1,1-dibenzyl-3-butylurea